N-(2-(4,4-difluoropiperidin-1-yl)-1-methyl-1H-benzo[d]imidazol-4-yl)-4-((2-hydroxyethyl)sulfonamido)-2-(6-azaspiro[2.5]octan-6-yl)benzamide FC1(CCN(CC1)C1=NC2=C(N1C)C=CC=C2NC(C2=C(C=C(C=C2)NS(=O)(=O)CCO)N2CCC1(CC1)CC2)=O)F